1-bromo-3-prop-1-ynyl-benzene BrC1=CC(=CC=C1)C#CC